1,3-bis(4-hydroxyphenyl)isocyanuric acid OC1=CC=C(C=C1)N1C(=O)N(C(=O)NC1=O)C1=CC=C(C=C1)O